C(C)(C)(C)S(=O)(=O)C1CCC2=CC=C(C=C12)NC1=NC(=NC=C1C)NC1=CC(=C(C=C1)C1CCN(CC1)C)F N4-(3-(tert-Butylsulfonyl)-2,3-dihydro-1H-inden-5-yl)-N2-(3-fluoro-4-(1-methylpiperidin-4-yl)phenyl)-5-methylpyrimidine-2,4-diamine